trans-1-[2-(1-amino-cyclopropyl)-acetyl]-5-methyl-piperidin-3-yl-quinoline-8-carbonitrile NC1(CC1)CC(=O)N1C[C@H](C[C@@H](C1)C)C1=NC2=C(C=CC=C2C=C1)C#N